(3s,6s)-3-isopropyl-6-methylpiperazine-2,5-dione C(C)(C)[C@H]1C(N[C@H](C(N1)=O)C)=O